OCC=1C=CC2=C(N=C(O2)C2C(NC(CC2)=O)=O)C1 3-[5-(hydroxymethyl)-1,3-benzoxazol-2-yl]piperidine-2,6-dione